C=1S(C=CC=2C1C=CC2)C2=C1C=C(C(=CC1=CC1=C2C(OC1)=O)OC)OC 9-(5-benzothiophen-2-yl)-6,7-dimethoxynaphtho[2,3-c]furan-1(3H)-one